(5-(2,5-difluorophenyl)-4,5-dihydro-1H-pyrazol-1-yl) (octahydrocyclopenta[c]pyrrol-5-yl) ketone trifluoroacetate FC(C(=O)O)(F)F.C1NCC2C1CC(C2)C(=O)N2N=CCC2C2=C(C=CC(=C2)F)F